tert-butyl 4-(2-fluoropyrimidin-5-yl)piperidine-1-carboxylate FC1=NC=C(C=N1)C1CCN(CC1)C(=O)OC(C)(C)C